1-((R)-2-methoxypropyl)-1H-benzo[d]imidazole-6-carboxylic acid CO[C@@H](CN1C=NC2=C1C=C(C=C2)C(=O)O)C